ClC1=NC(=C(C(=O)NC=2C(=NC(=CC2)OC)C)C=C1F)NC1=C(C=C(C=C1)F)C 6-chloro-5-fluoro-2-((4-fluoro-2-methylphenyl)amino)-N-(6-methoxy-2-methylpyridin-3-yl)nicotinamide